2-[6-[3-(Difluoromethyl)-4-fluoro-phenyl]pyrazolo[4,3-b]pyridin-1-yl]-1-[3-(methylamino)azetidin-1-yl]ethanone FC(C=1C=C(C=CC1F)C=1C=C2C(=NC1)C=NN2CC(=O)N2CC(C2)NC)F